ClC1=C(C(=O)N[C@@H]2CN(C[C@@H]2F)C(=O)C2CCC(CC2)(F)F)C=CC=C1F 2-chloro-N-[(3R,4S)-1-(4,4-difluorocyclohexanecarbonyl)-4-fluoropyrrolidin-3-yl]-3-fluorobenzamide